5-((6-cyanoquinolin-4-yl)amino)-N-(4-(pyridin-4-ylamino)phenyl)picolinamide 2,2,2-trifluoroacetate FC(C(=O)O)(F)F.C(#N)C=1C=C2C(=CC=NC2=CC1)NC=1C=CC(=NC1)C(=O)NC1=CC=C(C=C1)NC1=CC=NC=C1